hydroxyoxobis-ethylamine sodium dipropionate C(CC)(=O)[O-].C(CC)(=O)[O-].[Na+].ON(CC=O)CC.[Na+]